FC(C1=CC=C2C(=CNC2=C1C1=NC=CC=N1)S(=O)(=O)NC1=NC(=C(C(=N1)OC)OCCF)OC)F 6-(difluoromethyl)-N-[5-(2-fluoroethoxy)-4,6-dimethoxy-pyrimidin-2-yl]-7-(2-pyrimidyl)-1H-indole-3-sulfonamide